C(C)(=O)[O-].C(CCCCCCCCCC)[NH+]1C(CCCC1)CCC 1-Undecyl-2-propylpiperidinium acetat